N1=C(C=CC=C1)C(=O)N pyridincarboxamide